O=C1NC(CCC1N1C(C2=CC=CC(=C2C1=O)N(CCCCN1CCC(CC1)C1=CC=C(C=C1)NC=1C(=NC=C(N1)N1CCCCC1)C(=O)N)CCC1CCNCC1)=O)=O 3-((4-(1-(4-((2-(2,6-dioxopiperidin-3-yl)-1,3-dioxoisoindolin-4-yl)(2-(piperidin-4-yl)ethyl)amino)butyl)piperidin-4-yl)phenyl)amino)-5-(piperidin-1-yl)pyrazine-2-carboxamide